CN(C1=NC=C(C(=C1)C(C(=O)O)C)F)C 2-[2-(dimethylamino)-5-fluoropyridin-4-yl]propionic acid